2-(2,6-dichlorobenzamido)-9-(5,6,7,8-tetrahydro-1,8-naphthyridin-2-yl)nonanoic acid ClC1=C(C(=O)NC(C(=O)O)CCCCCCCC2=NC=3NCCCC3C=C2)C(=CC=C1)Cl